3-(4-divinylphosphorylphenyl)-N-[4-(pentafluorosulfanyl)phenyl]pyrazin-2-amine C(=C)P(=O)(C=C)C1=CC=C(C=C1)C=1C(=NC=CN1)NC1=CC=C(C=C1)S(F)(F)(F)(F)F